C(#N)C1=C(N=C(S1)N(C1=C(N=C2SC=CN21)CC)C2CC2)C2=CC=C(C=C2)F 5-((5-cyano-4-(4-fluorophenyl)thiazol-2-yl)(cyclopropyl)amino)-6-ethylimidazo[2,1-b]thiazole